C(C=C)(=O)OCC(COC(C=C)=O)(CC)COCC(CC)(COC(C=C)=O)COC(C=C)=O 2-[[2,2-bis[[(1-oxoallyl)oxy]methyl]butoxy]methyl]-2-ethyl-1,3-propanediyl diacrylate